N2-[2-(3-ethyl-3,7-diazabicyclo[3.3.0]octan-7-yl)-3-trifluoromethylpyridin-5-yl]-5-methyl-N4-(2-oxo-2,3-dihydro-1,3-benzoxazol-5-yl)-2,4-pyrimidinediamine C(C)N1CC2CN(CC2C1)C1=NC=C(C=C1C(F)(F)F)NC1=NC=C(C(=N1)NC=1C=CC2=C(NC(O2)=O)C1)C